N-{[2-(carbamoylamino)phenyl](4-cyclobutylphenyl)methyl}cyclopropanecarboxamide C(N)(=O)NC1=C(C=CC=C1)C(NC(=O)C1CC1)C1=CC=C(C=C1)C1CCC1